C1(CCC1)N1C(=NC2=C1C=CC=C2)C=2C(=C(C(=C(C2)OC)O)O)F 4-(1-cyclobutyl-1H-benzo[d]imidazol-2-yl)-3-fluoro-6-methoxybenzene-1,2-diol